ClC=1C=C(C(=NC1)\C=C/1\C(N(C2=NC=CC=C21)COCC[Si](C)(C)C)=O)COC2OCCCC2 (E)-3-((5-chloro-3-(((tetrahydro-2H-pyran-2-yl)oxy)methyl)pyridin-2-yl)methylene)-1-((2-(trimethylsilyl)ethoxy)methyl)-1H-pyrrolo[2,3-b]pyridin-2(3H)-one